3-ethyl-1,7-dimethyl-8-(methylsulfanyl)-1H-purine-2,6(3H,7H)-dione C(C)N1C(N(C(C=2N(C(=NC12)SC)C)=O)C)=O